hexaeicosene C=CCCCCCCCCCCCCCCCCCCCCCCCC